OCC(C)SCC(CSCC(CSC(CO)C)O)O bis[3-((1-hydroxy-propane-2-yl)thio)-2-hydroxypropyl]sulfide